[Si](C)(C)(C(C)(C)C)OCC1=[N+](C=CC(=C1Cl)C(=O)N1C(CN(CC1)[C@H](C(=O)NC1=NC=C(N=C1)OC1=C(C=C(C=C1)F)F)C)(C)C)[O-] (S)-2-(((tert-butyldimethylsilyl)oxy)methyl)-3-chloro-4-(4-(1-((5-(2,4-difluorophenoxy)pyrazin-2-yl)amino)-1-oxopropan-2-yl)-2,2-dimethylpiperazine-1-carbonyl)pyridine 1-oxide